5-[4-(6-fluoro-5-methoxypyridin-2-yl)piperidine-1-carbonyl]-6-methyl-N-(1-methylcyclopropyl)furo[2,3-d]pyrimidin-4-amine FC1=C(C=CC(=N1)C1CCN(CC1)C(=O)C1=C(OC=2N=CN=C(C21)NC2(CC2)C)C)OC